CN1N=C2C=CC(=CC2=C1)C=1N=CC2=C(N1)SC(=N2)C2CCNCC2 2-methyl-5-[2-(piperidin-4-yl)[1,3]thiazolo[5,4-d]pyrimidin-5-yl]-2H-indazole